CC1=C(C(NC(=C1)C)=O)CN1C(C=2C(=C3C(=C(C2CC1)C#N)OC(O3)(C)[C@@H]3CC[C@H](CC3)N(C)C)C)=O 6-((4,6-dimethyl-2-oxo-1,2-dihydropyridin-3-yl)methyl)-2-(trans-4-(dimethylamino)cyclohexyl)-2,4-dimethyl-5-oxo-5,6,7,8-tetrahydro-[1,3]dioxolo[4,5-g]isoquinolin-9-carbonitrile